FC1SC2(SC1)CC1(OC3=CC=CC=C32)CC1 fluorobisspiro[cyclopropane-1,2'-chromane-4',2''-[1,3]dithiolane]